2-[6-((1R,5S)-8-azabicyclo[3.2.1]oct-3-yloxy)pyridazin-3-yl]-5-(1H-pyrazol-4-yl)phenol [C@H]12CC(C[C@H](CC1)N2)OC2=CC=C(N=N2)C2=C(C=C(C=C2)C=2C=NNC2)O